(5-methyl-2-m-tolylamino-pyrimidin-4-ylamino)-3H-benzooxazol-2-one CC=1C(=NC(=NC1)NC=1C=C(C=CC1)C)NN1C(OC2=C1C=CC=C2)=O